sodium (S)-3-(3'-chloro-6-methoxybiphenyl-3-yl)-3-(3-(1-methyl-4-oxido-2-oxo-1,2-dihydro pyridin-3-yl)ureido)propanoate ClC=1C=C(C=CC1)C1=CC(=CC=C1OC)[C@H](CC(=O)[O-])NC(=O)NC=1C(N(C=CC1[O-])C)=O.[Na+].[Na+]